4'-(benzene-1,3,5-triyl-tris(acetylene-2,1-diyl))tribenzoic acid C1(=CC(=CC(=C1)C#CC1=C(C(=O)O)C=CC=C1)C#CC1=C(C(=O)O)C=CC=C1)C#CC1=C(C(=O)O)C=CC=C1